N-(Cis-3-(2-(4-(2,3-dichlorophenyl)piperazin-1-yl)ethyl)cyclobutyl)-4-methylisoxazole-5-carboxamide ClC1=C(C=CC=C1Cl)N1CCN(CC1)CC[C@H]1C[C@H](C1)NC(=O)C1=C(C=NO1)C